C(C1=CC=CC=C1)(=O)OC(C1=CC=CC=C1)C=1N(C=2CC(CC(C2C1)=O)(C)C)C1=CC=C(C=C1)Br (1-(4-bromophenyl)-6,6-dimethyl-4-oxo-4,5,6,7-tetrahydro-1H-indol-2-yl)(phenyl)methyl benzoate